C1(=CC=CC=C1)NC(CC(C(=O)O)CCC[Si](OCC)(OCC)OCC)=O 3-(3-triethoxysilylpropyl)succinic acid monophenylamide